4-((2-methoxy-3-(1-methyl-1H-1,2,4-triazol-3-yl)phenyl)amino)-N-methyl-1H-pyrrolo[2,3-b]pyridine-5-carboxamide COC1=C(C=CC=C1C1=NN(C=N1)C)NC1=C2C(=NC=C1C(=O)NC)NC=C2